The molecule is a benzyl ether that consists of acyclouridine bearing a 3-(benzyloxy)benzyl substituent at position 5. It is a primary alcohol, a benzyl ether and a hydroxyether. It derives from a uracil. C1=CC=C(C=C1)COC2=CC=CC(=C2)CC3=CN(C(=O)NC3=O)COCCO